3'-((tert-Butoxycarbonyl)(pyridin-2-ylmethyl)-amino)-5'-methyl-[1,1'-biphenyl]-2-carboxylic acid methyl ester COC(=O)C=1C(=CC=CC1)C1=CC(=CC(=C1)C)N(CC1=NC=CC=C1)C(=O)OC(C)(C)C